C(#N)C1(CC1)COC=1C=C(C=2N(C1)N=CC2C#N)C=2C=NC(=CC2)N2CCC(CC2)OC2=NC=CC=C2 6-((1-Cyanocyclopropyl)methoxy)-4-(6-(4-(pyridin-2-oxy)piperidin-1-yl)pyridin-3-yl)pyrazolo[1,5-a]pyridine-3-carbonitrile